tert-butyl 5-methyl-2-(methylthio)-7,8-dihydro-1,6-naphthyridine-6(5H)-carboxylate CC1C=2C=CC(=NC2CCN1C(=O)OC(C)(C)C)SC